C1(CCCC1)NC(=O)N1CCN(CC1)CC\C=C(/C)\C1=CC=CC=C1 (E)-N-cyclopentyl-4-(4-phenylpent-3-en-1-yl)piperazine-1-carboxamide